FC=1C(NC(N(C1)C1=CC=C(C=C1)NC(CCCCCCCCCCC)=O)=O)=O N-(4-(5-fluoro-2,4-dioxo-3,4-dihydropyrimidin-1(2H)-yl)phenyl)dodecanamide